cadmium lead sulfate S(=O)(=O)([O-])[O-].[Pb+2].[Cd+2].S(=O)(=O)([O-])[O-]